Cl.Cl.Cl.Cl.[Ag].C=1(C(=CC(=C(C1)N)N)N)N 1,2,4,5-benzenetetramine silver tetrahydrochloride